CN(CCNC1=NN(C2=C1C=NC(=C2)C=2C=NN1C2N=CC=C1)C1=C(C=C(C=C1)NS(=O)(=O)C)OC)C N-(4-(3-((2-(dimethylamino)ethyl)amino)-6-(pyrazolo[1,5-a]pyrimidin-3-yl)-1H-pyrazolo[4,3-c]pyridin-1-yl)-3-methoxyphenyl)methanesulfonamide